C(C)(C)[C@H]1CC[C@H](CC1)OC[C@@H]1N(CCC[C@@H]1NS(=O)(=O)C)C(CCC(C)=O)=O N-(cis-2-(((cis-4-isopropylcyclohexyl)oxy)methyl)-1-(4-oxopentanoyl)piperidin-3-yl)methanesulfonamide